dimethylsilylene(N-t-butylamino)(fluorenyl)titanium dichloride [Cl-].[Cl-].C[Si](=[Ti+2](C1=CC=CC=2C3=CC=CC=C3CC12)NC(C)(C)C)C